(+-)-3-((2-(trifluoromethyl)phenoxy)methyl)piperidine-1-carboxylic acid tert-butyl ester C(C)(C)(C)OC(=O)N1C[C@@H](CCC1)COC1=C(C=CC=C1)C(F)(F)F |r|